1,4-diallyl-cyclohexane C(C=C)C1CCC(CC1)CC=C